C(CCC)C1CS(C2=C(N(C1)C1=CC=CC=C1)C=C(C(=C2)O/C=C/C(=O)O)SCC)(=O)=O (E)-3-((3-Butyl-7-(ethylthio)-1,1-dioxido-5-phenyl-2,3,4,5-tetrahydro-1,5-benzothiazepin-8-yl)oxy)acrylic acid